(4-(2,2-difluoro-1,2-dimethoxyethyl)phenyl)thiophene FC(C(OC)C1=CC=C(C=C1)C=1SC=CC1)(OC)F